1-(3-nitrophenyl)ethan 2,5-dioxopyrrolidin-1-yl-(1S,2S)-2-methyl-2-phenylcyclopropane-1-carboxylate O=C1N(C(CC1)=O)[C@@]1([C@@](C1)(C1=CC=CC=C1)C)C(=O)O.[N+](=O)([O-])C=1C=C(C=CC1)CC